NCC(=O)N(C1CC1)C(C(C)C)C1=C(C(=CC=C1)C#N)F 2-amino-N-[1-(3-cyano-2-fluorophenyl)-2-methylpropyl]-N-cyclopropylacetamide